FC1=NC=CC=C1C=1C=C(C=CC1)C(C)NC(=O)[C@@H]1C(C1)C1=CC=CC=C1 (S)-2-phenyl-cyclopropanecarboxylic acid {1-[3-(2-fluoro-pyridin-3-yl)-phenyl]-ethyl}-amide